tert-butyl 3-(dimethylamino)-3-(3-(trifluoromethyl)phenethyl)-piperidine-1-carboxylate CN(C1(CN(CCC1)C(=O)OC(C)(C)C)CCC1=CC(=CC=C1)C(F)(F)F)C